C(C)(=O)N1[C@H]([C@@H]([C@H](C2=CC(=CC=C12)C(=O)N)NC1=CC(=C(C=C1)Cl)OC)C)C1CC1 (2S,3R,4R)-1-acetyl-4-((4-chloro-3-methoxyphenyl)amino)-2-cyclopropyl-3-methyl-1,2,3,4-tetrahydroquinoline-6-carboxamide